tert-butyl (S)-2-((benzyloxy)methyl)-7-chloro-2,3-dihydro-1H-pyrido[2,3-b][1,4]oxazine-1-carboxylate C(C1=CC=CC=C1)OC[C@@H]1N(C2=C(OC1)N=CC(=C2)Cl)C(=O)OC(C)(C)C